[C@H]12CN(C[C@H](CC1)N2)C=2C1=C(N=C(N2)OCC23N(CC4=CC=CC=C24)CCC3)C(=C(N=C1)C1=CC(=CC3=CC=CC(=C13)C#C)O)F 4-(4-((1R,5S)-3,8-diazabicyclo[3.2.1]octan-3-yl)-2-((2,3-dihydro-1H-pyrrolo[2,1-a]isoindol-9b(5H)-yl)methoxy)-8-fluoropyrido[4,3-d]pyrimidin-7-yl)-5-ethynylnaphthalen-2-ol